COC1=CC=C(C=C1)C(OC[C@@H]1[C@H](C[C@H](O1)N1C(NC(=CC1=O)C)=O)O)(C1=CC=CC=C1)C1=CC=C(C=C1)OC 3-((2S,4S,5R)-5-((bis(4-methoxyphenyl)(phenyl)methoxy)methyl)-4-hydroxytetrahydrofuran-2-yl)-6-methylpyrimidine-2,4(1H,3H)-dione